2-[(6-{[3-(1H-imidazol-1-yl)propyl]amino}pyridin-2-yl)amino]-4-methyl-N-[1-(phenylmethyl)-1H-indazol-5-yl]-1,3-thiazole-5-carboxamide N1(C=NC=C1)CCCNC1=CC=CC(=N1)NC=1SC(=C(N1)C)C(=O)NC=1C=C2C=NN(C2=CC1)CC1=CC=CC=C1